1-(2-(2-cyclopentenylpyridin-3-yloxy)pyridin-3-yl)-3-(4-(trifluoromethoxy)phenyl)urea C1(=CCCC1)C1=NC=CC=C1OC1=NC=CC=C1NC(=O)NC1=CC=C(C=C1)OC(F)(F)F